P(=O)(OC(C)CCCCCC)(OC(C)CCCCCC)OC(C)CCCCCC tri(2-octyl) phosphate